ClC=1C(=NC=CC1C(CCC(C=C)NC(OC(C)(C)C)=O)=O)F tert-butyl (6-(3-chloro-2-fluoropyridin-4-yl)-6-oxohex-1-en-3-yl)carbamate